2-ethylpyrrole C(C)C=1NC=CC1